[H-].[Na+].ClCC1=NC2=C(N1C)C=CC(=C2)[N+](=O)[O-] (chloromethyl)-1-methyl-5-nitro-1H-benzo[d]imidazole Sodium hydride